BrC=1C=CC(=NC1)[C@@H]1[C@H](C1)C(=O)O (1s,2s)-2-(5-bromo-pyridin-2-yl)-cyclopropane-carboxylic acid